ClC1=C(N=C(S1)NC(C(C1=CC=C(C=C1)C=1N=NN(N1)C)C1CC(CC1)(F)F)=O)C rac-N-(5-Chloro-4-methylthiazol-2-yl)-2-(3,3-difluorocyclopentyl)-2-(4-(2-methyl-2H-tetrazol-5-yl)phenyl)acetamide